3-chloro-5-isopropylisoquinolin-8-ol ClC=1N=CC2=C(C=CC(=C2C1)C(C)C)O